(R) or (S)-4-(2-hydroxypropan-2-yl)-N'-((1',5',6',7'-tetrahydro-2'H-spiro[cyclopropane-1,3'-dicyclopenta[b,e]pyridin]-8'-yl)carbamoyl)thiophene-2-sulfonimidamide OC(C)(C)C=1C=C(SC1)[S@@](=O)(N)=NC(NC1=C2C(=NC3=C1CCC3)C3(CC2)CC3)=O |o1:9|